1-Pentyl-2-ethylpyridinium acetat C(C)(=O)[O-].C(CCCC)[N+]1=C(C=CC=C1)CC